ClCCCC(=O)OCCOC=1C=C(C=C(C1)OCC(CCCC)CC)CCCCCCCC(=O)OCC(CCCC)CC 2-ethylhexyl 8-(3-(2-((4-chlorobutanoyl)oxy)ethoxy)-5-((2-ethylhexyl)oxy)phenyl)octanoate